7-chloro-8-fluoro-3-methyl-1,6-naphthyridin-2(1H)-one ClC1=NC=C2C=C(C(NC2=C1F)=O)C